FC(C=1C=C(C=CC1)C(=O)NCC(=O)O)(F)F {[3-(trifluoromethyl)phenyl]formamido}acetic acid